C1=C(C=CC2=CC=CC=C12)C1=CC=C(C=C1)OC(OC1=CC=C(C=C1)C1=CC2=CC=CC=C2C=C1)=O Di-[4-(2-naphthyl)phenyl]-carbonat